C12(C(CC(CC1)C2(C)C)(O)C=O)C borneol-aldehyde